CO\N=C(/C1=C(C=CC=C1)O)\C1=NOCCO1 (E)-(5,6-dihydro-[1,4,2]-dioxazin-3-yl)-(2-hydroxyphenyl)-methanone-O-methyl oxime